C[N+]1(CCOCC1)[O-] 4-methyl-morpholine-4-oxide